ClC1=C(C=CC=C1)[C@@H](C)OC(=O)NC1=C(SC=C1)C1=CC=C(C(=N1)C)NC(=O)C1C(C1C(=O)OC)(F)F methyl 3-((6-(3-((((R)-1-(2-chlorophenyl)ethoxy)carbonyl)amino)thiophen-2-yl)-2-methyl pyridin-3-yl)carbamoyl)-2,2-difluorocyclopropane-1-carboxylate